NC([C@H](C)NC([C@](CC)(C1=CC=C(C=C1)CC)NC(=O)C=1C(=NN2C1NC(CC2(C)C)C2=CC=CC=C2)C)=O)=O N-((2S)-1-(((2S)-1-Amino-1-oxopropan-2-yl)amino)-2-(4-ethylphenyl)-1-oxobutan-2-yl)-2,7,7-trimethyl-5-phenyl-4,5,6,7-tetrahydropyrazolo[1,5-a]pyrimidine-3-carboxamide